C(C1=CC=CC=C1)N(C[C@H](O)C=1C(=C2COC(C2=CC1)=O)C)CC(C)(C)O (R)-5-(2-(benzyl-(2-hydroxy-2-methylpropyl)amino)-1-hydroxyethyl)-4-methyl-isobenzofuran-1(3H)-one